((3s,6s,8s,9ar)-8-methyl-5-oxo-3-(3-(pyridin-3-yl) azepin-1-carbonyl) octahydro-1H-pyrrolo[1,2-a]azepin-6-yl) carbamate C(N)(O[C@H]1C[C@H](C[C@@H]2N(C1=O)[C@@H](CC2)C(=O)N2C=C(C=CC=C2)C=2C=NC=CC2)C)=O